4-(benzo[d][1,3]dioxol-5-ylmethyl)-6-(6-methoxypyridin-3-yl)pyrimidine-2,4-diamine O1COC2=C1C=CC(=C2)CC2(NC(=NC(=C2)C=2C=NC(=CC2)OC)N)N